N-(3-(5-(4-(2,3-dihydroxypropoxy)phenyl)-1H-pyrrolo[2,3-b]-pyridine-3-carbonyl)-2,6-difluorophenyl)-propane-1-sulfonamide OC(COC1=CC=C(C=C1)C=1C=C2C(=NC1)NC=C2C(=O)C=2C(=C(C(=CC2)F)NS(=O)(=O)CCC)F)CO